O=C1NC(CCC1N1C(C2=CC=C(C=C2C1=O)N1CCN(CC1)CC1(CCN(CC1)C(=O)OC(C)(C)C)O)=O)=O tert-butyl 4-([4-[2-(2,6-dioxopiperidin-3-yl)-1,3-dioxoisoindol-5-yl]piperazin-1-yl]methyl)-4-hydroxypiperidine-1-carboxylate